CC(CN)(C)C1=CC=NC=C1 2-methyl-2-(pyridin-4-yl)propan-1-amine